Isopropyl 4-(2-pyridylsulfanyl)benzoate N1=C(C=CC=C1)SC1=CC=C(C(=O)OC(C)C)C=C1